4-(cyclobutylmethyl)-5-methyl-1H-pyrazol-3-amine C1(CCC1)CC=1C(=NNC1C)N